tris(4-phenylpyridine) Iridium [Ir].C1(=CC=CC=C1)C1=CC=NC=C1.C1(=CC=CC=C1)C1=CC=NC=C1.C1(=CC=CC=C1)C1=CC=NC=C1